2-bromo-2-(3,4-dichlorophenyl)-N-(1H-indazol-5-yl)acetamide BrC(C(=O)NC=1C=C2C=NNC2=CC1)C1=CC(=C(C=C1)Cl)Cl